2-(((3,3-dibutyl-5-(4-fluorophenyl)-7-methylthio-1,1-dioxido-2,3,4,5-tetrahydrobenzo[b][1,4]thiazepin-8-yl)methyl)amino)-2-oxoacetic acid C(CCC)C1(CN(C2=C(S(C1)(=O)=O)C=C(C(=C2)SC)CNC(C(=O)O)=O)C2=CC=C(C=C2)F)CCCC